1-(2-bromophenyl)ethanone BrC1=C(C=CC=C1)C(C)=O